BrC1=CC=C(C=C1)NN 2-p-bromophenylhydrazine